C(C)(SCCC(COS(=O)(=O)ON1[C@@H]2CC[C@H](N(C1=O)C2)C(N)=O)(C)C)=O S-(4-(((((1R,2S,5R)-2-carbamoyl-7-oxo-1,6-diazabicyclo[3.2.1]octan-6-yl)oxy)sulfonyl)oxy)-3,3-dimethylbutyl) ethanethioate